CP(OCC)(OC1=C(C(=CC(=C1)CCC)OP(OCC)(=O)C)C1C(CCC(=C1)C)C(=C)C)=O diethyl (5'-methyl-2'-(prop-1-en-2-yl)-4-propyl-1',2',3',4'-tetrahydro-[1,1'-biphenyl]-2,6-diyl) bis(methylphosphonate)